OC1=NC(=NC2=CC=C(C=C12)C(F)(F)F)C1=CC(=C(C=C1)N1C(C=2N(CC1)N=CC2C)=O)C 5-(4-(4-hydroxy-6-(trifluoromethyl)quinazolin-2-yl)-2-methylphenyl)-3-methyl-6,7-dihydropyrazolo[1,5-a]pyrazin-4(5H)-one